O=C1NC(CCC1C1=NN(C2=C(C=CC=C12)N1CCC(CC1)C(C)N1CCN(CC1)C(=O)OC(C)(C)C)C)=O tert-butyl 4-(1-(1-(3-(2,6-dioxopiperidin-3-yl)-1-methyl-1H-indazol-7-yl)piperidin-4-yl)ethyl)piperazine-1-carboxylate